S1C2=C(C(=C1)C1=CCCN(C1)C(=O)OC(C)(C)C)C=CC=C2 tert-Butyl 5-(benzo[b]thiophen-3-yl)-3,6-dihydropyridine-1(2H)-carboxylate